OCC1=CC2=NC=CC(=C2S1)C=1C=C(C=C2CCCNC12)C#N 8-(2-(hydroxymethyl)thieno[3,2-b]pyridin-7-yl)-1,2,3,4-tetrahydroquinoline-6-carbonitrile